4-[[5-[[5-(difluoromethoxy)-2-pyridyl]amino]-4-methyl-3-pyridyl]methyl]-3-fluoro-pyridin-2-amine FC(OC=1C=CC(=NC1)NC=1C(=C(C=NC1)CC1=C(C(=NC=C1)N)F)C)F